C1=CC=CC=2C3=CC=CC=C3C(C12)COC(=O)N[C@@H]([C@H](O)C)C(=O)OCC1=CC=CC=C1 benzyl (((9H-fluoren-9-yl)methoxy) carbonyl)-L-threoninate